C(#N)C1=CC(=C(COC2=C(C=CC(=N2)C2=CC(=C(CC3=NC4=C(N3[C@@H]3COCC3(C)C)C=C(C=C4)C(=O)O)C=C2F)F)F)C=C1F)F (S)-2-(4-(6-((4-cyano-2,5-difluorobenzyl)oxy)-5-fluoropyridin-2-yl)-2,5-difluorobenzyl)-1-(4,4-dimethyltetrahydrofuran-3-yl)-1H-benzo[d]imidazole-6-carboxylic acid